C(CCCC)N(C(SSC(N(CCCCC)CCCCC)=S)=S)CCCCC tetrapentyl-thiuram disulfide